COC(=O)C1(CCN(CC1)C(=O)OC(C)(C)C)NC1=CC=CC=C1 1-Boc-4-phenylaminopiperidine-4-carboxylic acid methyl ester